C(C1=CC=CC=C1)[NH+](CC1=CC=CC=C1)O N,N-dibenzylhydroxylammonium